3-Glycidoxypropyltri-methoxysilan C(C1CO1)OCCC[Si](OC)(OC)OC